4-(3-ethoxy-3-oxopropionyl)piperidine-1-carboxylic acid benzyl ester C(C1=CC=CC=C1)OC(=O)N1CCC(CC1)C(CC(=O)OCC)=O